4-chloro-2-(methylthio)-6-(thiophen-2-yl)pyrimidine ClC1=NC(=NC(=C1)C=1SC=CC1)SC